Cl.FC=1C(=NC(=CC1)F)C1=NN(C=C1NC(=O)C=1N=C(SC1)C=1C=NNC1)C1CCC(CC1)OCC N-(3-(3,6-difluoropyridin-2-yl)-1-((1r,4r)-4-ethoxycyclohexyl)-1H-pyrazol-4-yl)-2-(1H-pyrazol-4-yl)thiazole-4-carboxamide hydrochloride